ClC1=CC=C(C=C1)CN1SC(=NC1=O)C1=C(C(=O)N)C=CC=C1 [2-[(4-chlorophenyl)methyl]-3-oxo-1,2,4-thiadiazol-5-yl]benzamide